C(CCC)C(COC(CCCCCN(C(CCCCCCCN(CCCN(C(CCCCC(=O)OCC(CCCCCCCC)CCCCCC)=O)CCCCCCCCCCCCCCCC)C)=O)CCCCCCCCCC)=O)CCCCCC 2-HEXYLDECYL 6-((3-((8-((6-((2-BUTYLOCTYL)OXY)-6-OXOHEXYL)(DECYL)AMINO)-8-OXOOCTYL)(METHYL)AMINO)PROPYL)(HEXADECYL)AMINO)-6-OXOHEXANOATE